[1,3-bis(2,6-diisopropylphenyl)-2-imidazolylidene](3-chloropyridinyl)palladium (II) C(C)(C)C1=C(C(=CC=C1)C(C)C)N1C(N(C=C1)C1=C(C=CC=C1C(C)C)C(C)C)=[Pd-]C1=NC=CC=C1Cl